octyl stearate C(CCCCCCCCCCCCCCCCC)(=O)OCCCCCCCC